FLUOROTRIAZINE C1=CN=NN=C1F